BrC=1C=C2C=C(C(=NC2=CC1)OC)[C@H]([C@](CCN(C)C)(O)C1=CC=CC2=CC=CC=C12)C1=CC=CC=C1 (1R,2S)-1-(6-bromo-2-methoxyquinolin-3-yl)-4-(dimethylamino)-2-(naphthalen-1-yl)-1-phenylbutan-2-ol